OC1COCCC1OC1=NC(=NC=C1C(F)(F)F)NC1=CC=C(C=C1)S(=O)(=O)NC([2H])([2H])[2H] 4-((4-((3-hydroxytetrahydro-2H-pyran-4-yl)oxy)-5-(trifluoromethyl)pyrimidin-2-yl)amino)-N-(methyl-d3)benzenesulfonamide